BrC=1C=C2COC(C2=C(C1)OC(F)F)=O 5-bromo-7-(difluoromethoxy)isobenzofuran-1(3H)-one